Cl.CC1=NN=C(S1)NC(=O)C1CNC1 N-(5-methyl-1,3,4-thiadiazol-2-yl)azetidine-3-carboxamide hydrochloride